1-palmitoyl-SN-glycero-3-phosphorylcholine C(CCCCCCCCCCCCCCC)(=O)OC[C@@H](O)COP(=O)(O)OCC[N+](C)(C)C